2-(4-cyclopropyl-6-methoxypyrimidin-5-yl)-8-(4-(1-isopropyl-4-(trifluoromethyl)-1H-imidazol-2-yl)benzyl)-5-methyl-5,8-dihydropteridine-6,7-dione C1(CC1)C1=NC=NC(=C1C1=NC=2N(C(C(N(C2C=N1)C)=O)=O)CC1=CC=C(C=C1)C=1N(C=C(N1)C(F)(F)F)C(C)C)OC